C(C)(C)(C)OC(=O)NC1=CC=2N(C(=C1OC)C)N=C(C2C(=O)OCC)CCC(C)(C)O[Si](C)(C)C(C)(C)C ethyl 5-(tert-butoxycarbonylamino)-2-[3-[tert-butyl(dimethyl)silyl]oxy-3-methylbutyl]-6-methoxy-7-methyl-pyrazolo[1,5-a]pyridine-3-carboxylate